ClC=1C=C(CNC(OC(C)(C)C)=O)C=CC1C#C[Si](C)(C)C Tert-butyl 3-chloro-4-((trimethylsilyl)ethynyl)benzylcarbamate